5-(2-Fluoro-6-methoxyphenyl)-7-methyl-3-(4-(4-methylpiperazin-1-yl)phenyl)-1H-pyrazolo[4,3-c]pyridazin-6(5H)-on FC1=C(C(=CC=C1)OC)N1N=C2C(=C(C1=O)C)NN=C2C2=CC=C(C=C2)N2CCN(CC2)C